4-(4-(4-Cyano-4-methylpiperidin-1-yl)-6-fluoroquinoline-3-carbonyl)-N,N-dimethylpiperazine-1-carboxamide C(#N)C1(CCN(CC1)C1=C(C=NC2=CC=C(C=C12)F)C(=O)N1CCN(CC1)C(=O)N(C)C)C